CC(=CCC=1C(=C(C(=O)N(C)OC)C(=CC1O)CCCCC)O)CCC=C(C)C 3-(3,7-dimethylocta-2,6-dien-1-yl)-2,4-dihydroxy-N-methoxy-N-methyl-6-pentylbenzamide